C(CCC)NC[Si](OCC)(OCC)OCC N-butylaminomethyl-triethoxysilane